Cl.N1C=C(C=C1)C(=O)OC methyl (S)-pyrrole-3-carboxylate hydrochloride